Ethyl (1S,2R,3aS,10aR)-1-({[dimethyl(2-methyl-2-propanyl)silyl]oxy}methyl)-5-fluoro-2-(tetrahydro-2H-pyran-2-yloxy)-2,3,3a,10a-tetrahydro-1H-benzo[b]cyclopenta[f]oxepin-6-carboxylate C[Si](OC[C@H]1[C@@H](C[C@H]2[C@@H]1C=CC1=C(O2)C(=C(C=C1)C(=O)OCC)F)OC1OCCCC1)(C(C)(C)C)C